BrC=1C=C(C(=NC1)[N+](=O)[O-])O[C@@H](C)C1=NC=CC=C1 5-bromo-2-nitro-3-[(1S)-1-(pyridin-2-yl)ethoxy]pyridine